NC(=N)NC(=N)N BIGUANID